(E)-N-(3-(2-(4,4-dimethylcyclohexyl)vinyl)-4-methoxyphenyl)methanesulfonamide t-Butyl-3-methyl-4-(methylamino)piperidine-1-carboxylate C(C)(C)(C)OC(=O)N1CC(C(CC1)NC)C.CC1(CCC(CC1)/C=C/C=1C=C(C=CC1OC)NS(=O)(=O)C)C